ClC1=CC(=CC=2C=C(OC21)CNC(OC(C)(C)C)=O)C2=C(C=C(C=C2)C(=O)N2CCC(CC2)(F)F)F tert-butyl (7-chloro-5-(4-(4,4-difluoropiperidine-1-carbonyl)-2-fluorophenyl)benzofuran-2-yl)methylcarbamate